C(C)(C)(C)OC(=O)O[C@H]1[C@H]([C@@H](N(C1)C(=O)OC(C)(C)C)CC1=CC=C(C=C1)OC)OC(NCCN(C(=O)C1CCC1)CC=1N=CNC1)=O tert-butyl (2S,3S,4R)-4-[(tert-butoxycarbonyl)oxy]-3-[({2-[1-cyclobutyl-N-(1H-imidazol-4-ylmethyl) formamido]ethyl}carbamoyl) oxy]-2-[(4-methoxyphenyl)methyl]pyrrolidine-1-carboxylate